2-amino-9-[(2R,3R,4S)-3,4-dihydroxy-5,5-bis(hydroxymethyl)tetrahydrofuran-2-yl]-1H-purin-6-one NC=1NC(C=2N=CN(C2N1)[C@@H]1OC([C@H]([C@H]1O)O)(CO)CO)=O